C1(CC2C(CC1)O2)CCC[Si](OCCCC)(OCCCC)OCCCC (3,4-epoxycyclohexyl)propyl-tributoxysilane